OCC1CCN(CC1)C=1C=C2CN(C(C2=CC1)=O)C1C(NC(CC1)=O)=O 3-[5-[4-(hydroxymethyl)-1-piperidyl]-1-oxo-isoindolin-2-yl]piperidine-2,6-dione